3-fluoro-5-((1,1,2a,3,3,4,4-heptafluoro-2,2a,3,4-tetrahydro-1H-cyclopenta[cd]inden-7-yl)oxy)benzonitrile FC=1C=C(C#N)C=C(C1)OC1=CC=C2C=3C(CC(C13)(F)F)(C(C2(F)F)(F)F)F